BrC1=C(C=C2C(=N1)C(CN2C(C)=O)(C)C)C(C21CC(C2)(C1)C(F)(F)F)(F)F 1-(5-bromo-6-(difluoro(3-(trifluoromethyl)bicyclo[1.1.1]pentan-1-yl)methyl)-3,3-dimethyl-2,3-dihydro-1H-pyrrolo[3,2-b]pyridin-1-yl)ethan-1-one